NC1=NC=C2N(C(N(C2=N1)[C@@H]1O[C@@H](C[C@H]1O)CO)=O)CCCC 2-Amino-7-butyl-9-((2R,3R,5S)-3-hydroxy-5-(hydroxymethyl)tetrahydrofuran-2-yl)-7,9-dihydro-8H-purin-8-on